(R)-2-(5-(1,3-dioxolan-2-yl)-2-methyl-6-((1-(3-(Pentafluorosulfanyl)phenyl)ethyl)amino)pyrimidin-4-yl)-N-(3-methyloxetan-3-yl)acetamide O1C(OCC1)C=1C(=NC(=NC1N[C@H](C)C1=CC(=CC=C1)S(F)(F)(F)(F)F)C)CC(=O)NC1(COC1)C